6-(1-methoxy-2-methylpropan-2-yl)-10-(3-methoxypropoxy)-2-oxo-6,7-dihydro-2H-pyrido[2',1':3,4]pyrazino[1,2-b]indazole-3-carboxylic acid ethyl ester C(C)OC(=O)C=1C(C=C2N(C(CN3N=C4C(=CC=CC4=C32)OCCCOC)C(COC)(C)C)C1)=O